NC(C([C@H](CC1=CC=CC=C1)NC(=O)C1=C(C=NN1C1=CC=CC=C1)F)=O)=O (S)-N-(4-AMINO-3,4-DIOXO-1-PHENYLBUTAN-2-YL)-4-FLUORO-1-PHENYL-1H-PYRAZOLE-5-CARBOXAMIDE